C(C)(C)OC(CC)=O propionic acid isopropyl ester